N[C@@H]1CN(CC[C@H]1C(C)C)C(=O)C=1C=2N(C=CC1)C=NC2 ((3S,4S)-3-amino-4-isopropylpiperidin-1-yl)(imidazo[1,5-a]pyridin-8-yl)methanone